OC=1C(C(=CN2C[C@@H]3N(C(C21)=O)[C@H](CO3)C)C(=O)NCC3=CN=C2N3C=CC=C2)=O (3S,11aR)-6-hydroxy-N-(imidazo[1,2-a]pyridin-3-ylmethyl)-3-methyl-5,7-dioxo-2,3,5,7,11,11a-hexahydro[1,3]oxazolo[3,2-a]pyrido[1,2-d]pyrazine-8-carboxamide